C12(CC3CC(CC(C1)C3)C2)NCC2=CC=C(C(=O)NC3=CC(=CC=C3)C3C(NC(CC3)=O)=O)C=C2 4-(((adamantan-1-yl)amino)methyl)-N-(3-(2,6-dioxopiperidin-3-yl)phenyl)benzamide